O=C([C@@H](O)[C@H](O)CO)[O-].[Cu+2].CN1N=C(C=C1NC(C1=CN=C(C=C1)C(F)(F)F)=O)C(F)(F)F.O=C([C@@H](O)[C@H](O)CO)[O-] N-(1-methyl-3-(trifluoromethyl)-1H-pyrazol-5-yl)-6-(trifluoromethyl)nicotinamide copper threonate